(3s,4r)-1-[2-(3-chlorophenyl)ethyl]-4-[(4-methylsulfonylphenoxy)methyl]-3-methylpyrrolidin-3-ol ClC=1C=C(C=CC1)CCN1C[C@]([C@H](C1)COC1=CC=C(C=C1)S(=O)(=O)C)(O)C